5-cyano-2-(4,4-difluoroazepan-1-yl)-6-methylnicotinic acid methyl ester COC(C1=C(N=C(C(=C1)C#N)C)N1CCC(CCC1)(F)F)=O